C(C)C1=C(C(=O)NCCOCCN2CCCC2)C=CC(=C1)NC=1C=2N(C=CN1)C(=CN2)C=2C(=NN(C2)CCF)C(F)(F)F 2-ethyl-4-((3-(1-(2-fluoroethyl)-3-(trifluoromethyl)-1H-pyrazol-4-yl)imidazo[1,2-a]pyrazin-8-yl)amino)-N-(2-(2-(pyrrolidin-1-yl)ethoxy)ethyl)benzamide